C1(=CC=CC=C1)N1C2=CC=CC=C2C2=CC=C3C(=C12)N(C=1C=CC=CC13)C1=NC(=NC(=N1)C1=CC=C(C=C1)C1=CC=CC=C1)C1=CC=CC=C1 11-phenyl-12-(4-(1,1'-biphenyl-4-yl)-6-phenyl-1,3,5-triazine-2-yl)-11H,12H-indolo[2,3-a]carbazole